6-bromo-2',3',5',6'-tetrahydrospiro[indene-2,4'-pyran]-1(3H)-one BrC1=CC=C2CC3(CCOCC3)C(C2=C1)=O